3-[2-chloro-6-cyano-4-[1-methyl-1-[4-[(2-methylsulfonylpyrimidin-4-yl)methoxy]phenyl]ethyl]phenoxy]-N-[[2-(2,6-dioxo-3-piperidyl)-1-oxo-isoindolin-5-yl]methyl]propanamide ClC1=C(OCCC(=O)NCC=2C=C3CN(C(C3=CC2)=O)C2C(NC(CC2)=O)=O)C(=CC(=C1)C(C)(C1=CC=C(C=C1)OCC1=NC(=NC=C1)S(=O)(=O)C)C)C#N